N1=NC(=NN=C1)C1=CC=C(C=C1)CC(=O)NCC[N+](CB1OC(C(O1)(C)C)(C)C)(C)C 2-(2-(4-(1,2,4,5-Tetrazin-3-yl)phenyl)acetamido)-N,N-dimethyl-N-((4,4,5,5-tetramethyl-1,3,2-dioxaborolan-2-yl)methyl)ethan-1-aminium